ClC1=CN=CC(=N1)C(=O)N1C2=C(OCC1)C=CC=C2 (6-Chloropyrazin-2-yl)(2,3-dihydro-4H-benzo[b][1,4]oxazin-4-yl)methanone